C(C)(C)N1N=C(C=C1C1[C@H]2CC(C[C@@H]12)N1CCOCCC1)C1=C(C=CC=C1)C 4-((1R,3r,5S,6r)-6-(1-isopropyl-3-(o-tolyl)-1H-pyrazol-5-yl)bicyclo[3.1.0]hexane-3-yl)-1,4-oxaazepane